C(C(C)C)N1N=NC2=C1C=CC(=C2)C=2OC1=C(N2)C=CC(=C1)OC 2-(1-isobutyl-1H-benzo[d][1,2,3]triazol-5-yl)-6-methoxybenzo[d]oxazole